OC1=C(C=CC(=C1)O)S(=O)(=O)C1=C(C=C(C=C1)O)O Bis(2,4-dihydroxyphenyl) sulfone